8-chloro-9-methyl-4-[3-(4-pyridyl)azetidin-1-yl]pyrido[3',2':4,5]thieno[3,2-d]pyrimidine ClC1=C(C2=C(SC3=C2N=CN=C3N3CC(C3)C3=CC=NC=C3)N=C1)C